C(C)OC(C[C@@H](C=1C=C(C=CC1)C1=CC=C(C=C1)C)NC(=O)NC=1C(N(C=C(C1O)C)CC)=O)=O (S)-3-(3-(1-ethyl-4-hydroxy-5-methyl-2-oxo-1,2-dihydropyridin-3-yl)ureido)-3-(4'-methylbiphenyl-3-yl)propanoic acid ethyl ester